C(C)(C)N(C1=CC2=C(C(=N1)COC(NC)=O)CN(C2=O)C2=NC(=CC=C2)C2=NN=CN2C2=CC=CC=C2)C ((6-(isopropyl(methyl)amino)-1-oxo-2-(6-(4-phenyl-4H-1,2,4-triazol-3-yl)pyridine-2-yl)-2,3-dihydro-1H-pyrrolo[3,4-c]pyridin-4-yl)methyl)(methyl)carbamate